CN1N=C(C(=C1)C1=CN2C(S1)=C(C=N2)C(=O)NC=2C(=NC=C(C2)C(NCCN2CCCC2)=O)C)C(F)(F)F 2-(1-Methyl-3-(trifluoromethyl)-1H-pyrazol-4-yl)-N-(2-methyl-5-((2-(pyrrolidin-1-yl)ethyl)carbamoyl)pyridin-3-yl)pyrazolo[5,1-b]thiazole-7-carboxamide